1,3-bis(2-(2-[2-(4-{[(1S,2S)-6-chloro-4-cyano-2-(piperazin-1-yl)-2,3-dihydro-1H-inden-1-yl]oxy}benzenesulfonamido)ethoxy]ethoxy)ethyl)urea ClC1=CC(=C2C[C@@H]([C@H](C2=C1)OC1=CC=C(C=C1)S(=O)(=O)NCCOCCOCCNC(=O)NCCOCCOCCNS(=O)(=O)C1=CC=C(C=C1)O[C@@H]1[C@H](CC2=C(C=C(C=C12)Cl)C#N)N1CCNCC1)N1CCNCC1)C#N